C(C)(C)(C)OC(C1=C(C(=CC=C1OC(=O)OC(C)(C)C)Br)OC(=O)OC(C)(C)C)=O 3-bromo-2,6-bis[(t-butoxycarbonyl)oxy]benzoic acid tert-butyl ester